(E)-4-(3-hydroxy-4-methylphenyl)but-3-en-2-one OC=1C=C(C=CC1C)/C=C/C(C)=O